(2S)-4-[(20-azido-3,6,9,12,15,18-hexaoxaicosan-1-yl)carbamoyl]-2-(10-{4-[(tert-butoxy)carbonyl]phenoxy}decanamido)butanoic acid N(=[N+]=[N-])CCOCCOCCOCCOCCOCCOCCNC(=O)CC[C@@H](C(=O)O)NC(CCCCCCCCCOC1=CC=C(C=C1)C(=O)OC(C)(C)C)=O